(E)-N-(2-cyano-4-(8-(1,6-dimethyl-4-(pyrimidin-5-yl)-1H-benzo[d]imidazol-5-yl)indolizine-3-carbonyl)phenyl)-4-(((1r,4r)-4-methoxycyclohexyl)amino)but-2-enamide C(#N)C1=C(C=CC(=C1)C(=O)C1=CC=C2C(=CC=CN12)C1=C(C2=C(N(C=N2)C)C=C1C)C=1C=NC=NC1)NC(\C=C\CNC1CCC(CC1)OC)=O